C(C1=CC=CC=C1)OCC(=C)COCC1=CC=CC=C1 1,1-bis(benzyloxymethyl)ethylene